2-[(1S,4S,5R)-5-[[5-cyclopropyl-3-(2,6-dimethylphenyl)-1,2-oxazol-4-yl]methoxy]-2-azabicyclo[2.2.1]heptan-2-yl]-4-methyl-1,3-benzothiazole-6-carboxylic acid C1(CC1)C1=C(C(=NO1)C1=C(C=CC=C1C)C)CO[C@H]1[C@@H]2CN([C@H](C1)C2)C=2SC1=C(N2)C(=CC(=C1)C(=O)O)C